C1(=CC=CC=C1)[B-](C1=C(C(=C(C(=C1F)F)F)F)F)(C1=C(C(=C(C(=C1F)F)F)F)F)C1=C(C(=C(C(=C1F)F)F)F)F.OC1=CC=C(C=C1)[S+](CC1=C(C=CC=C1)C)C 4-hydroxyphenyl-methyl-(2-methylbenzyl)sulfonium phenyltris(pentafluorophenyl)borate